[(1S,5R,8s)-3-azabicyclo[3.2.1]octan-8-yl]carbamate [C@@H]12CNC[C@@H](CC1)C2NC([O-])=O